3-(5-(3-(6-chloroimidazo[1,2-a]pyridine-3-carboxamido)-5-fluoro-4-methylphenyl)-1,2,4-oxadiazol-3-yl)azetidine-1-carboxylic acid methyl ester COC(=O)N1CC(C1)C1=NOC(=N1)C1=CC(=C(C(=C1)F)C)NC(=O)C1=CN=C2N1C=C(C=C2)Cl